N-(3-(3-nitro-4-(1-oxo-1,2,3,4-tetrahydroisoquinolin-6-yl)-1H-pyrazol-1-yl)phenyl)ethenesulfonamide [N+](=O)([O-])C1=NN(C=C1C=1C=C2CCNC(C2=CC1)=O)C=1C=C(C=CC1)NS(=O)(=O)C=C